(3R)-1-[[8-[2-methyl-3-(4,4,5,5-tetramethyl-1,3,2-dioxaborolan-2-yl)anilino]-1,7-naphthyridin-3-yl]methyl]pyrrolidin-3-ol CC1=C(NC=2N=CC=C3C=C(C=NC23)CN2C[C@@H](CC2)O)C=CC=C1B1OC(C(O1)(C)C)(C)C